4-[(7-oxo-7h-thiazolo[5,4-e]indol-8-ylmethyl)-amino]-n-pyridin-2-yl-benzenesulfonamide C1=CC=NC(=C1)NS(=O)(=O)C2=CC=C(C=C2)NCC3=C4C(=NC3=O)C=CC5=C4SC=N5